IC1=C(N2N=CN=C2C=C1)/C=C/C(=O)OCC ethyl (E)-3-(5-iodo-1,3,3a-triaza-4-indenyl)acrylate